ClC=1C=C(C=CC1Cl)C=1N=C(SC1SC(C)C)N1N=C(C(=C1C(=O)O)C=1C=CC=C2C=CN(C12)C)C 1-(4-(3,4-dichlorophenyl)-5-(isopropylthio)thiazol-2-yl)-3-methyl-4-(1-methyl-1H-indol-7-yl)-1H-pyrazole-5-carboxylic acid